BrC1=NSC(=N1)C=1C=CC(=C(C1)NCC(=O)N1CCC2=C(C=CC=C12)OCC(C)(C)O)C 2-((5-(3-bromo-1,2,4-thiadiazol-5-yl)-2-methylphenyl)amino)-1-(4-(2-hydroxy-2-methylpropoxy)indolin-1-yl)ethan-1-one